fluoropyridinecarboxaldehyde FC=1C(=NC=CC1)C=O